(S)-3-((Benzyloxy)methyl)-1-(5-chloro-1-((5-chloro-2-methoxYpyridin-4-yl)oxy)-8-((1,1,1-trifluoropropan-2-yl)oxy)isoquinolin-6-yl)-4-ethyl-1H-1,2,4-triazol-5(4H)-one C(C1=CC=CC=C1)OCC1=NN(C(N1CC)=O)C=1C(=C2C=CN=C(C2=C(C1)O[C@H](C(F)(F)F)C)OC1=CC(=NC=C1Cl)OC)Cl